3-(9-methyl-6-(4-(trifluoromethoxy)phenyl)-9H-purin-2-yl)azetidin CN1C2=NC(=NC(=C2N=C1)C1=CC=C(C=C1)OC(F)(F)F)C1CNC1